FC1(C[C@H](N(C[C@@H]1C)C(C(=O)NC=1C=C(C(=NC1)OC)C(=O)N)=O)C1=CC=C(C=C1)F)F 5-[[2-[(2S,5S)-4,4-difluoro-2-(4-Fluorophenyl)-5-methyl-1-piperidyl]-2-oxo-acetyl]amino]-2-methoxy-pyridine-3-carboxamide